2-(2-(benzyloxy)-5-bromo-3-methoxyphenyl)-1,3-dioxolane C(C1=CC=CC=C1)OC1=C(C=C(C=C1OC)Br)C1OCCO1